N1(CCNCC1)CCC1=C(C=CC=C1)S(=O)(=O)N (2-piperazin-1-ylethyl)benzenesulfonamide